(3S)-3-[5-(5-aminopentoxy)-1-oxo-isoindolin-2-yl]piperidine-2,6-dione NCCCCCOC=1C=C2CN(C(C2=CC1)=O)[C@@H]1C(NC(CC1)=O)=O